CN([C@H]1CN(CC1)C(CNC(=O)C1=CC2=C(N(C(=N2)NC=2SC3=C(N2)C=CC(=C3)Cl)C)C=C1)=O)C 2-(6-Chloro-benzothiazol-2-ylamino)-1-methyl-1H-benzoimidazole-5-carboxylic acid [2-((R)-3-dimethylamino-pyrrolidin-1-yl)-2-oxo-ethyl]-amide